C(CCC)OC(CCC\C=C/CCO)OCCCC (3Z)-8,8-dibutoxy-3-octen-1-ol